[C@H]12CN(C[C@H](CC1)N2)C2=C(C(=NC1=C(C(=CC=C21)C2=CC(=CC1=CC=C(C(=C21)F)F)O)F)OC[C@]21CCCN1C[C@@H](C2)F)C(F)(F)F 4-(4-((1R,5S)-3,8-diazabicyclo[3.2.1]octan-3-yl)-8-fluoro-2-(((2R,7aS)-2-fluorotetrahydro-1H-pyrrolizin-7a(5H)-yl)methoxy)-3-(trifluoromethyl)quinolin-7-yl)-5,6-difluoronaphthalen-2-ol